1-(2-methoxyethyl)-2-methoxymethyl-1H-imidazo[4,5-c]quinolin-4-amine COCCN1C(=NC=2C(=NC=3C=CC=CC3C21)N)COC